N-(3-(6-((dimethyl(oxo)-λ6-sulfanylidene)amino)-4-(trifluoromethyl)pyridin-2-yl)-1-(methoxymethyl)-1H-pyrrolo[2,3-c]pyridin-5-yl)acetamide CS(=O)(C)=NC1=CC(=CC(=N1)C1=CN(C2=CN=C(C=C21)NC(C)=O)COC)C(F)(F)F